CN1C(CC(CC1)C=1SC2=C(N1)C=CC=C2)(C)C 2-(1,2,2-trimethylpiperidin-4-yl)benzo[d]thiazol